methyl-N-(1-methylcyclopropyl)-5-[4-(oxetan-4-yl)-5H,6H,7H,8H-pyrido[3,4-d]pyrimidine-7-carbonyl]furo[2,3-d]pyrimidin-4-amine CC=1N=C(C2=C(N1)OC=C2C(=O)N2CC=1N=CN=C(C1CC2)C2CCO2)NC2(CC2)C